5-(2-chlorophenoxy)-3-((6-fluoropyridin-2-yl)amino)-4H-benzo[e][1,2,4]thiadiazine 1,1-dioxide ClC1=C(OC2=CC=CC3=C2NC(=NS3(=O)=O)NC3=NC(=CC=C3)F)C=CC=C1